6'-Chloro-1'-(2-(1,1-difluoroethyl)pyrimidin-4-yl)-1',2'-dihydrospiro[cyclopentane-1,3'-pyrrolo[3,2-c]pyridine] ClC1=CC2=C(C=N1)C1(CN2C2=NC(=NC=C2)C(C)(F)F)CCCC1